6-(dimethylamino)-1-oxohexan CN(CCCCCC=O)C